2-amino-N-(pyridin-2-yl)acetamide hydrochloride Cl.NCC(=O)NC1=NC=CC=C1